CC1(N(CC1)C(=O)O[C@H]1C[C@H](CC1)C1=CC(=NN1)NC(COC1=C(C(=CC(=C1)OCC)OCC1=CC=CC=C1)C=O)=O)C (1R,3S)-3-(3-(2-(3-(benzyloxy)-5-ethoxy-2-formylphenoxy)acetamido)-1H-pyrazol-5-yl)cyclopentyl 2,2-dimethylazetidine-1-carboxylate